6-hydroxynicotinonitrile OC1=NC=C(C#N)C=C1